(3S)-l-1-(5-chloro-2,4-difluorophenyl)-3-(2-(dimethylamino)ethoxy)-10-(trifluoromethyl)-3,4-dihydro-2H,6H-[1,4]thiazepino[2,3,4-ij]quinazoline-6,8(7H)-dione ClC=1C(=CC(=C(C1)S1C[C@H](CN2C(NC(C3=CC(=CC1=C23)C(F)(F)F)=O)=O)OCCN(C)C)F)F